C(\C=C/CCCCCC)OC(CCCCCCCCC(CCCCCCCCC)CC=O)=O 10-(2-oxoethyl)nonadecanoic acid (Z)-non-2-en-1-yl ester